tert-Butyl-(2-fluoro-4-methoxyphenoxy)diphenylsilane C(C)(C)(C)[Si](C1=CC=CC=C1)(C1=CC=CC=C1)OC1=C(C=C(C=C1)OC)F